ClC1=C(C=C(CN2[C@@H](C(N(CC2=O)C2=NC=C(C=C2C)Cl)=O)C2COC2)C=C1)F (R)-4-(4-chloro-3-fluorobenzyl)-1-(5-chloro-3-methylpyridin-2-yl)-3-(oxetan-3-yl)piperazine-2,5-dione